FC1=CC2=C(OCCCN2C=2C=CC(=C(C(=O)O)C2)N(C(C(C2=CC=CC=C2)C2=CC=CC=C2)=O)C)C=C1 5-(7-fluoro-3,4-dihydrobenzo[b][1,4]oxazepine-5(2H)-yl)-2-(N-methyl-2,2-diphenylacetamido)benzoic acid